Cl.OCCNCC1=CC=CC=C1O 2,6-dihydroxyethylaminotoluene, hydrochloride